O=C1NC(CCC1N1CC2=CC=CC(=C2C1)NCCOCCOCCO)=O 2-(2,6-dioxopiperidin-3-yl)-4-((2-(2-(2-hydroxyethoxy)ethoxy)ethyl)amino)isoindoline